tert-butyl (3-((3-carbamoyl-6-chloro-5-ethylpyrazin-2-yl)amino)phenethyl)carbamate C(N)(=O)C=1C(=NC(=C(N1)CC)Cl)NC=1C=C(CCNC(OC(C)(C)C)=O)C=CC1